NCC1(COC1)C1=NC=CC(=C1)C1=CC=C(C=C1)S(=O)(=O)C1CCC(CC1)C=1C(=NC=C(C1)C(F)(F)F)N (4-((4-(2-(3-(aminomethyl)oxetan-3-yl)pyridin-4-yl)phenyl)sulfonyl)cyclohexyl)-5-(trifluoromethyl)pyridin-2-amine